(S)-2-amino-3-(4-(5-(4-(dimethylamino)phenyl)-1,2,4-oxadiazol-3-yl)phenyl)propanoic acid hydrochloride Cl.N[C@H](C(=O)O)CC1=CC=C(C=C1)C1=NOC(=N1)C1=CC=C(C=C1)N(C)C